N-Furfuryl-1,5-pentandiamin C(C1=CC=CO1)NCCCCCN